2-(2-((6-chlorohexyl)oxy)ethoxy)ethanamine hydrochloride Cl.ClCCCCCCOCCOCCN